4-(2,3,4,6-tetra-O-acetyl-β-D-glucopyranosyl)thiosemicarbazide C(C)(=O)O[C@H]1[C@@H](O[C@@H]([C@H]([C@@H]1OC(C)=O)OC(C)=O)COC(C)=O)NC(NN)=S